5-methoxy-2-morpholino-N-phenyl-6-(1-phenyl-1H-pyrazol-3-yl)pyrimidine-4-carboxamide hexaneate C(CCCCC)(=O)O.COC=1C(=NC(=NC1C1=NN(C=C1)C1=CC=CC=C1)N1CCOCC1)C(=O)NC1=CC=CC=C1